FS(C1=CC=C(N[C@@H]2CC[C@@H](CC2)S(=O)(=O)C2=CC=C(C=C2)C=2C=CC=3N(C2)C=CN3)C=C1)(F)(F)(F)F 4-(pentafluoro-λ6-sulfanyl)-N-[cis-4-(4-{imidazo[1,2-a]pyridin-6-yl}benzenesulfonyl)cyclohexyl]aniline